FC=1C=C2C(CC3(NC2=CC1)CCN(CC3)C(=O)NCC=3OC(=CC3)C)=O 6'-fluoro-N-((5-methylfuran-2-yl)methyl)-4'-oxo-3',4'-dihydro-1'H-spiro[piperidine-4,2'-quinoline]-1-carboxamide